disodium selenium disulfide [Se](=S)=S.[Na].[Na]